N-{3-[3-(2-methoxyethoxy)propoxy]-1-(4-oxocyclohexyl)-1H-pyrazol-4-yl}carbamic acid benzyl ester C(C1=CC=CC=C1)OC(NC=1C(=NN(C1)C1CCC(CC1)=O)OCCCOCCOC)=O